C(C)C1=C(C(=O)OC2CCN(CC2)C2=NC=CC(=C2Cl)S)C=C(C=N1)C1=CC(=CC(=C1)O)OCC1=CC=CC=C1 1-(3-Chloro-4-mercaptopyridin-2-yl)piperidin-4-ol ethyl-5-(3-(benzyloxy)-5-hydroxyphenyl)nicotinate